(2-fluoro-8-(4,4,5,5-tetramethyl-1,3,2-dioxaborolan-2-yl)naphthalen-1-yl)ethyne FC1=C(C2=C(C=CC=C2C=C1)B1OC(C(O1)(C)C)(C)C)C#C